(S)-N-(4-(3-bromo-2-methylpropyloxy)phenyl)-N-methylsulfonamide BrC[C@H](COC1=CC=C(C=C1)N(S(=O)=O)C)C